NC1=CC=C(C=N1)C=1C(=C(C(=O)NCCC(C)C)C=CC1)F 3-(6-Aminopyridin-3-yl)-2-fluoro-N-isopentyl-benzamide